C(C(CCCC)O[2H])O 1,2-hexanediol-d